Ethyl (R)-1-((5-(benzylthio)pyridin-2-yl)sulfonyl)piperidine-3-carboxylate C(C1=CC=CC=C1)SC=1C=CC(=NC1)S(=O)(=O)N1C[C@@H](CCC1)C(=O)OCC